NC1=NC=NN2C1=C(C=C2C=2C=CC(=C(C(=O)N[C@@H]1CN(C[C@@H]1F)C(=O)C1CCC(CC1)(F)F)C2)Cl)CN2CCC(CC2)(F)F 5-{4-amino-5-[(4,4-difluoropiperidin-1-yl)methyl]pyrrolo[2,1-f][1,2,4]triazin-7-yl}-2-chloro-N-[(3R,4S)-1-(4,4-difluorocyclohexanecarbonyl)-4-fluoropyrrolidin-3-yl]benzamide